BrC1=CC=C2C=C(N(C2=C1)C(=O)OC(C)(C)C)CC(=O)O 2-(6-bromo-1-(tert-butoxycarbonyl)-1H-indol-2-yl)acetic acid